3-(5,5'-diallyl-2,2'-dihydroxy-[1,1'-biphenyl]-3-yl)-1-phenylpropan-2-en-1-one C(C=C)C=1C=C(C(=C(C1)C1=C(C=CC(=C1)CC=C)O)O)C=CC(=O)C1=CC=CC=C1